2-hydroxy-1-[4-(2-hydroxyethoxy)phenyl]-2-methyl-propan-1-one OC(C(=O)C1=CC=C(C=C1)OCCO)(C)C